3-(3,5-bis(4-(9'H-[9,3':6',9''-tercarbazol]-9'-yl)phenyl)pyridin-4-yl)benzonitrile C1=CC=CC=2C3=CC=CC=C3N(C12)C=1C=CC=2N(C3=CC=C(C=C3C2C1)N1C2=CC=CC=C2C=2C=CC=CC12)C1=CC=C(C=C1)C=1C=NC=C(C1C=1C=C(C#N)C=CC1)C1=CC=C(C=C1)N1C2=CC=C(C=C2C=2C=C(C=CC12)N1C2=CC=CC=C2C=2C=CC=CC12)N1C2=CC=CC=C2C=2C=CC=CC12